6-quinolin-7-yl-5-(1-1-[1-(trifluoromethyl)cyclopropyl]methyl-1H-pyrazol-4-yl)pyridine-2-carbonitrile N1=CC=CC2=CC=C(C=C12)C1=C(C=CC(=N1)C#N)C=1C=NN(C1)CC1(CC1)C(F)(F)F